C1(CC1)C=1C=CC(=C(C1)S(=O)(=O)NC1=NOC2=C1C(=CC(=C2)CN2N=CC=C2)OC)OC 5-cyclopropyl-2-methoxy-N-{4-methoxy-6-[(1H-pyrazol-1-yl)methyl]-1,2-benzooxazol-3-yl}benzene-1-sulfonamide